FC=1C(=CC2=C(OCCN2S(=O)(=O)C2=CC=C(C=C2)F)C1)C(=O)OC methyl 7-fluoro-4-((4-fluorophenyl) sulfonyl)-3,4-dihydro-2H-benzo[b][1,4]oxazine-6-carboxylate